[Na+].C(CCCCCCCCC)S(=O)(=O)[O-] 1-Decanesulfonic acid, sodium salt